6-(((S)-3-methylpiperidin-1-yl)methyl)imidazo[1,2-a]pyridine-8-carboxamide C[C@@H]1CN(CCC1)CC=1C=C(C=2N(C1)C=CN2)C(=O)N